C(=O)C1=CC=C(O1)N(CC(=O)N)C 2-[(5-FORMYLFURAN-2-YL)(METHYL)AMINO]ACETAMIDE